CN1C[C@]2(CC3=CC=CC=C13)CC(C(CC2)C(=O)OC)=O methyl (1R)-1'-methyl-3-oxo-1',4'-dihydro-2'H-spiro[cyclohexane-1,3'-quinoline]-4-carboxylate